C1=CC=C(C(=C1)C(=O)C[C@H](C(=O)O)N)NC=O The molecule is a formamide that is the D-enantiomer of N-formylkynurenine. It is a D-alpha-amino acid and a member of formamides. It is a tautomer of a N-formyl-D-kynurenine zwitterion.